C(C)(C)C(=O)C.[Na] sodium methyl isopropyl ketone